3,4-dichlorophenyl monoisocyanate ClC=1C=C(C=CC1Cl)N=C=O